FC1=C(C=CC(=C1)C1=C(CCC2=CC(=CC=C12)OC)C1=CC=CC=C1)N1CCN(CC1)C(=O)OC(C)(C)C tert-Butyl 4-(2-fluoro-4-(6-methoxy-2-phenyl-3,4-dihydronaphthalen-1-yl)phenyl)piperazine-1-carboxylate